3-(4-fluorophenoxy)aniline FC1=CC=C(OC=2C=C(N)C=CC2)C=C1